methyl-2-(3-hydroxyphenyl)acetate COC(CC1=CC(=CC=C1)O)=O